FC1=C(\C=N\NC(=O)C=2N=CSC2)C=CC(=C1)C(F)(F)F (E)-N'-(2-fluoro-4-(trifluoromethyl)benzylidene)thiazole-4-carbohydrazide